C(CCCCCCCCCCCCCCC)OC(C1=CC=CC=C1)=O benzoic acid cetyl ester